ClC=1C=C(C=C(C1)C1=C2C(=NC=C1)NC=C2)[C@@H]2COCCN2C(C=C)=O (R)-1-(3-(3-chloro-5-(1H-pyrrolo[2,3-b]pyridin-4-yl)phenyl)morpholino)prop-2-en-1-one